BrC=1C=C(C2=C(C=NOB2O)C1)OC 6-bromo-1-hydroxy-8-methoxy-2,3,1-benzoxazaborinine